4-bromo-N-(4-bromo-2-trifluoromethyl-phenyl)-2-methyl-benzamide BrC1=CC(=C(C(=O)NC2=C(C=C(C=C2)Br)C(F)(F)F)C=C1)C